CS(=O)(=O)C1=C(OCC2CCN(CC2)C(=O)N2C[C@H](CC2)C2=NC=NN2)C=CC(=C1)C(F)(F)F [4-[[2-Methylsulfonyl-4-(trifluoromethyl)phenoxy]methyl]-1-piperidyl]-[(3S)-3-(1H-1,2,4-triazol-5-yl)pyrrolidin-1-yl]methanone